6-tert-butyl-5-(3,4-dichlorophenyl)-4-(2-(2,2,2-trifluoroethoxy)phenoxy)thieno[2,3-d]pyrimidine C(C)(C)(C)C1=C(C2=C(N=CN=C2OC2=C(C=CC=C2)OCC(F)(F)F)S1)C1=CC(=C(C=C1)Cl)Cl